OC=1C(=NC=C(C1)C=1C=NN(C1)C1=CC=CC=C1)C(=O)NC1(CCC1)CC(=O)O 2-(1-(3-hydroxy-5-(1-phenyl-1H-pyrazol-4-yl)picolinamido)cyclobutyl)acetic acid